5-bromo-2-(but-3-yn-1-yloxy)pyrimidine BrC=1C=NC(=NC1)OCCC#C